N1CC(CC1)C=1C(=NNC1)C(F)(F)F 4-(pyrrolidin-3-yl)-3-(trifluoromethyl)-1H-pyrazole